CC1=C(C(=C(C(=C1CC1=CC(=C(C(=C1)C(C)(C)C)O)C(C)(C)C)C)CC1=CC(=C(C(=C1)C(C)(C)C)O)C(C)(C)C)C)CC1=CC(=C(C(=C1)C(C)(C)C)O)C(C)(C)C 1,3,5-trimethyl-2,4,6-tri(3,5-Di-tert-butyl-4-hydroxybenzyl)benzene